1-(2-Morpholinoethyl)-6-(2-m-tolylpyridin-3-yl)-1H-benzo[d]imidazole O1CCN(CC1)CCN1C=NC2=C1C=C(C=C2)C=2C(=NC=CC2)C=2C=C(C=CC2)C